Methyl 3-(3-(3-phenoxyphenoxy)azetidin-1-yl)-2-(1H-pyrrol-1-yl)benzoate O(C1=CC=CC=C1)C=1C=C(OC2CN(C2)C=2C(=C(C(=O)OC)C=CC2)N2C=CC=C2)C=CC1